COC=1C=CC2=C([Se]C(=C2OC2=CC=C(OC3OCCCC3)C=C2)C2=CC=C(C=C2)OC)C1 2-(4-((6-Methoxy-2-(4-methoxyphenyl)benzo[b]selenophen-3-yl)oxy)phenoxy)tetrahydro-2H-pyran